8-((3R,4R)-4-(2,4-Difluorophenoxy)-3-methylpiperidin-1-yl)-5-methyl-6-oxo-5,6-dihydro-1,5-naphthyridin-2-carbonitril FC1=C(O[C@H]2[C@@H](CN(CC2)C2=CC(N(C=3C=CC(=NC23)C#N)C)=O)C)C=CC(=C1)F